2-(2-(4-((4'-bromo-[1,1'-biphenyl]-4-yl)methyl)piperazin-1-yl)ethoxy)ethanol BrC1=CC=C(C=C1)C1=CC=C(C=C1)CN1CCN(CC1)CCOCCO